(Z)-1-Acetyl-2-(3-methoxy-4-(2-morpholino-2-oxoethoxy)benzylidene)indolin-3-one C(C)(=O)N1\C(\C(C2=CC=CC=C12)=O)=C/C1=CC(=C(C=C1)OCC(=O)N1CCOCC1)OC